O[C@@H](CNCC(=O)OCC1C2=CC=CC=C2C=2C=CC=CC12)[C@H]([C@@H]([C@@H](CO)O)O)O (9H-fluoren-9-yl)methyl 2-(((2S,3R,4R,5R)-2,3,4,5,6-pentahydroxyhexyl)amino)acetate